C1=CC=C(C=C1)OC2=C(C(=C(C=C2O)Br)Br)Br tribromophenoxyphenol